Gentisic acid sodium salt hydrate O.[Na+].C(C=1C(O)=CC=C(O)C1)(=O)[O-]